ClC=1C(=NC=CC1)C(=O)NC12C[C@H]3N([C@H](CC(C1)C3)C2)C2=NC=C(N=C2)C=2C=3N(C=C(C2)OCC(C)(C)O)N=CC3C#N 3-chloro-N-((1R,3S,5s,7s)-2-(5-(3-cyano-6-(2-hydroxy-2-methylpropyloxy)pyrazolo[1,5-a]pyridin-4-yl)pyrazin-2-yl)-2-azaadamantan-5-yl)picolinamide